The molecule is a leukotriene that is (5S,7E,9E,11Z)-5-hydroxyicosa-7,9,11-trienoic acid in which a glutathionyl group is attached at position 6 via a sulfide linkage. It has a role as a mouse metabolite and a rat metabolite. It is a leukotriene, a glutathione derivative and an organic sulfide. It is a conjugate acid of a leukotriene C3(2-). CCCCCCCC/C=C\\C=C\\C=C\\[C@H]([C@H](CCCC(=O)O)O)SC[C@@H](C(=O)NCC(=O)O)NC(=O)CC[C@@H](C(=O)O)N